3-bromo-6-(2,4-difluorophenyl)-1-ethyl-5-(4-methyl-1H-pyrazol-1-yl)pyridin-2(1H)-one Yttrium Fluoride [F-].[Y+3].BrC=1C(N(C(=C(C1)N1N=CC(=C1)C)C1=C(C=C(C=C1)F)F)CC)=O.[F-].[F-]